Cl.C(C)N(CCCOC1=CC=C(C=C1)NC1=NC=C(C(=N1)N1OCCC1C1=CC=CC=C1)F)CC N-(4-(3-(diethylamino)propoxy)phenyl)-5-fluoro-4-(3-phenylisooxazolidin-2-yl)pyrimidin-2-amine hydrochloride